O[C@H]1CN(C[C@@H]1O)C1CCC(CC1)NC1=C2C=C(N(C2=CC=C1)CC(F)(F)F)C#CCNC1=C(C=C(C=C1)S(=O)(=O)N)OC 4-((3-(4-(((1R,4S)-4-((3S,4S)-3,4-dihydroxypyrrolidin-1-yl)cyclohexyl)amino)-1-(2,2,2-trifluoroethyl)-1H-indol-2-yl)prop-2-yn-1-yl)amino)-3-methoxybenzenesulfonamide